C1(=CC=C(C=C1)C1=NN(C(C1)C1=CC=CC=C1)C1=CC=CC=C1)C1=NN(C(C1)C1=CC=CC=C1)C1=CC=CC=C1 3,3'-(1,4-phenylene)bis(1,5-diphenyl-4,5-dihydro-1H-pyrazole)